F[B-](F)(F)F.C1(CCCCC1)[PH+](C1=CC(=CC=C1)OC(C(F)(F)F)(F)F)C1CCCCC1 dicyclohexyl-(3-pentafluoroethoxyphenyl)phosphonium tetrafluoroborate